NC1=NN2C(N=CC=C2)=C1C(=O)N[C@H](C)C1N(C(C2=C(C=CC=C2C1=O)C#CC=1C=NN(C1)C)=NO)C1=CC=CC=C1 (R)-2-amino-N-(1-(1-(hydroxyimino)-8-((1-methyl-1H-pyrazol-4-yl)ethynyl)-4-oxo-2-phenyl-1,2,3,4-tetrahydroisoquinolin-3-yl)ethyl)pyrazolo[1,5-a]pyrimidine-3-carboxamide